N'-acetyl-4-amino-N-[[2,6-difluoro-4-[1-(trifluoromethyl)pyrazol-4-yl]phenyl]methyl]-N',1-dimethyl-pyrazolo[4,3-c]quinoline-8-carbohydrazide C(C)(=O)N(N(C(=O)C1=CC=2C3=C(C(=NC2C=C1)N)C=NN3C)CC3=C(C=C(C=C3F)C=3C=NN(C3)C(F)(F)F)F)C